N-(6-(3-fluorophenyl)pyridin-3-yl)-4-(2-methyl-6,7-dihydropyrazolo[1,5-a]pyrimidin-4(5H)-yl)-4-oxobutanamide FC=1C=C(C=CC1)C1=CC=C(C=N1)NC(CCC(=O)N1C=2N(CCC1)N=C(C2)C)=O